8-(6-((R)-1-(2-((S)-3-(difluoromethoxy)pyrrolidin-1-yl)ethoxy)ethyl)pyridin-3-yl)-7-fluoro-3-methyl-1-(tetrahydro-2H-pyran-4-yl)-1,3-dihydro-2H-imidazo[4,5-c]cinnolin-2-one FC(O[C@@H]1CN(CC1)CCO[C@H](C)C1=CC=C(C=N1)C1=CC=2C3=C(N=NC2C=C1F)N(C(N3C3CCOCC3)=O)C)F